COC(=O)C1=CC2=C(OCC(N2CC2COCC2)=O)C=C1[N+](=O)[O-] 7-Nitro-3-oxo-4-((tetrahydrofuran-3-yl)methyl)-3,4-dihydro-2H-benzo[b][1,4]oxazine-6-carboxylic acid methyl ester